5,10,15,20-tetrakis(4-carboxymethyloxyphenyl)porphyrin C(=O)(O)COC1=CC=C(C=C1)C=1C2=CC=C(N2)C(=C2C=CC(C(=C3C=CC(=C(C=4C=CC1N4)C4=CC=C(C=C4)OCC(=O)O)N3)C3=CC=C(C=C3)OCC(=O)O)=N2)C2=CC=C(C=C2)OCC(=O)O